NC1=C(C(=O)N2[C@@H](CC(=CC2)C2=CC=C(C=C2)S(=O)(=O)NC)CO[Si](C)(C)C(C)(C)C)C=C(C(=C1)OCC1=CC=CC=C1)OC (S)-4-(1-(2-amino-4-(benzyloxy)-5-methoxybenzoyl)-2-(((tert-butyldimethylsilyl)oxy)methyl)-1,2,3,6-tetrahydropyridin-4-yl)-N-methylbenzenesulfonamide